FC(C=1C=NC(=NC1)N1CCCCC1)(F)F 1-(5-(trifluoromethyl)pyrimidin-2-yl)piperidine